3-(dimethylamino)-1-(4-(trifluoromethyl)phenyl)prop-2-en-1-one CN(C=CC(=O)C1=CC=C(C=C1)C(F)(F)F)C